ClC1=CC(=C(C=C1)C1OC2=C(C=CC=C2C(C1)=C=O)C1CCN(CC1)CC1=NC2=C(N1C[C@H]1OCC1)C=C(C=C2)C(=O)OC)F methyl 2-((4-(2-(4-Chloro-2-fluorophenyl)-4-carbonylchroman-8-yl)piperidin-1-yl)methyl)-1-(((S)-oxetan-2-yl) Methyl)-1H-benzo[d]imidazole-6-carboxylate